C(#N)C1=C(C=NC=C1)C1=CC(=NC(=C1)S(=O)(=O)C)NC1=CC(=NC=C1C1=CC=C2C(=N1)OCC(O2)(C)C)NC(C)=O N-(4-((4-cyano-6'-(methylsulfonyl)-[3,4'-bipyridin]-2'-yl)amino)-5-(2,2-dimethyl-2,3-dihydro-[1,4]dioxino[2,3-b]pyridin-6-yl)pyridin-2-yl)acetamide